N-((1R,4R)-4-(((2-((1-(2-cyanopropan-2-yl)-3-methyl-1H-pyrazol-4-yl)amino)-5-fluoropyrimidin-4-yl)oxy)methyl)cyclohexyl)acetamide C(#N)C(C)(C)N1N=C(C(=C1)NC1=NC=C(C(=N1)OCC1CCC(CC1)NC(C)=O)F)C